1-Benzyl-4-methyl-4-(trifluoromethyl)pyrrolidin-3-ol C(C1=CC=CC=C1)N1CC(C(C1)(C(F)(F)F)C)O